FC(=CC1=CC=C(C(=C1F)F)F)CF 2,3,4,5,6-pentafluoro(phenylpropene)